OC1(CCC2(C(NC3=CC(=CC=C23)C=2C=CC(=C(C(=O)N)C2)C)=O)CC1)C 5-(4-hydroxy-4-methyl-2'-oxospiro[cyclohexane-1,3'-indoline]-6'-yl)-2-methylbenzamide